5-hexyl-4-phenyl-3a-(1-phenylvinyl)-1,2,3,3a,6,6a-hexahydropentalene-1-carbonitrile C(CCCCC)C1=C(C2(CCC(C2C1)C#N)C(=C)C1=CC=CC=C1)C1=CC=CC=C1